methyl 5-bromo-2-(3-(difluoromethoxy)benzyl)-1-oxo-1,2-dihydroisoquinoline-7-carboxylate BrC1=C2C=CN(C(C2=CC(=C1)C(=O)OC)=O)CC1=CC(=CC=C1)OC(F)F